4-[6-(2-aminoethyl)pyridin-3-yl]-3-(2-methyl-6-morpholin-4-ylpyridin-4-yl)oxybenzonitrile NCCC1=CC=C(C=N1)C1=C(C=C(C#N)C=C1)OC1=CC(=NC(=C1)N1CCOCC1)C